FC(OC1=CC=C2C=NC=NC2=C1)F 7-(difluoromethoxy)quinazolin